NC1=NC=CC=C1C1=NC=2C(=NC(=CC2)C2=CN(C(C=C2)=O)C)N1C1=CC=C(CN2CCN(CC2)C2=NC=CC(=N2)C#N)C=C1 2-(4-(4-(2-(2-aminopyridin-3-yl)-5-(1-methyl-6-oxo-1,6-dihydropyridin-3-yl)-3H-imidazo[4,5-b]pyridin-3-yl)benzyl)piperazin-1-yl)pyrimidine-4-carbonitrile